C(C)(C)(C)OC(N[C@H](C(=O)NCCN)CCN(C(CO)=O)[C@H](C(C)(C)C)C=1N(C=C(N1)C1=C(C=CC(=C1)F)F)CC1=CC=CC=C1)=O tert-butyl{(2S)-1-[(2-aminoethyl)amino]-4-[{(1R)-1-[1-benzyl-4-(2,5-difluorophenyl)-1H-imidazol-2-yl]-2,2-dimethylpropyl}(glycoloyl)amino]-1-oxobutan-2-yl}carbamate